N1=CC=CC2=CC=NC(=C12)N1CC(CCC1)C(=O)N 1-(1,7-naphthyridin-8-yl)piperidine-3-carboxamide